CC(C)(C1=CC(=C(C=C1)O)C)C1=CC(=C(C=C1)O)C 4,4'-(1-methylethylidene)bis(2-methylphenol)